4-((E)-(3-((1E,3E,5E,7Z)-3,7-dimethyl-9-oxo-9-(phenylamino)nona-1,3,5,7-tetraen-1-yl)-2,4,4-trimethylcyclohex-2-en-1-ylidene)methyl)benzoic acid C/C(/C=C/C1=C(\C(\CCC1(C)C)=C\C1=CC=C(C(=O)O)C=C1)C)=C\C=C\C(=C/C(NC1=CC=CC=C1)=O)\C